di(isononyl) isophthalate C(C1=CC(C(=O)OCCCCCCC(C)C)=CC=C1)(=O)OCCCCCCC(C)C